CC1(C(N(C(N1CC(=O)NC1=NC=CC=C1)=O)C1=CC(=C(C=C1)[N+](=O)[O-])C(F)(F)F)=O)C 2-(5,5-dimethyl-3-(4-nitro-3-(trifluoromethyl)phenyl)-2,4-dioxoimidazolin-1-yl)-N-(pyridin-2-yl)acetamide